C(C)OC(CC(C1=CC(=C(C=C1)OC)F)C1(CN(C1)CCCCC1=NC=2NCCCC2C=C1)F)=O 3-(3-fluoro-1-(4-(5,6,7,8-tetrahydro-1,8-naphthyridin-2-yl)butyl)azetidin-3-yl)-3-(3-fluoro-4-methoxyphenyl)propionic acid ethyl ester